FC(C1=NN=C(O1)C1=CC=C(C=C1)CC1=NC(=NO1)C1=CC=C(N)C=C1)F 4-[5-[[4-[5-(Difluoromethyl)-1,3,4-oxadiazol-2-yl]phenyl]methyl]-1,2,4-oxadiazol-3-yl]aniline